Cl.NC(C)C=1C=C(N)C=C(C1F)C(F)F 3-(1-aminoethyl)-5-(difluoromethyl)-4-fluoroaniline hydrochloride